FC1=C2C=CNC2=CC(=C1OC=1C=CC(=C(C1)C1=NC(=NO1)C(C)C=1C(=C(C=CC1)/C=C/C(=O)OCC)F)F)F ethyl (E)-3-[3-[1-[5-[5-[(4,6-difluoro-1H-indol-5-yl)oxy]-2-fluoro-phenyl]-1,2,4-oxadiazol-3-yl]ethyl]-2-fluoro-phenyl]prop-2-enoate